N-(2-bromo-6-iodophenyl)-2,4-dichloropyrimidine-5-carboxamide BrC1=C(C(=CC=C1)I)NC(=O)C=1C(=NC(=NC1)Cl)Cl